tert-butyl 2-benzyl-2,6-diazaspiro[3.4]octane-6-carboxylate C(C1=CC=CC=C1)N1CC2(C1)CN(CC2)C(=O)OC(C)(C)C